1,5-bis(4-aminophenoxy)benzene NC1=CC=C(OC2=CC=CC(=C2)OC2=CC=C(C=C2)N)C=C1